CN(C(OC(C)(C)C)=O)CC#CC1=NC(=CC(=C1)C1=C(C=CC(=C1)NC(=O)C1=CC(=NC=C1)C(F)(F)F)C)N1CCOCC1 tert-butyl N-methyl-N-[3-(4-{2-methyl-5-[2-(trifluoromethyl)pyridine-4-amido]phenyl}-6-(morpholin-4-yl)pyridin-2-yl)prop-2-yn-1-yl]carbamate